ClC1=CC(=NC(=C1O)Cl)C(=O)NC1=C(C=NN1C)C(NCC1=C(C=CC=C1)C(F)(F)F)=O 4,6-dichloro-5-hydroxy-N-(1-methyl-4-((2-(trifluoromethyl)benzyl)carbamoyl)-1H-pyrazol-5-yl)picolinamide